3-allyl-N-ethyloxetan-3-amine hydrochloride Cl.C(C=C)C1(COC1)NCC